C1(=CC=CC=C1)C1N=C(OC1)CCC phenyl-propyl-oxazoline